2,5,11-Trimethyl-6H-pyrido[4,3-b]carbazol-2-ium iodide [I-].C[N+]1=CC=2C(=C(C=3NC=4C=CC=CC4C3C2C)C)C=C1